[N+](=O)([O-])C1=CC=C(C=C1)C(=O)C1=CC=CC=C1 4-Nitrophenyl-(phenyl)methanone